4-((4-(3-(3-methoxyphenyl)-1H-pyrazol-1-yl)-6-morpholinopyrimidin-2-yl)oxy)butane-1,2-diol COC=1C=C(C=CC1)C1=NN(C=C1)C1=NC(=NC(=C1)N1CCOCC1)OCCC(CO)O